C(CCCCCCC\C=C/CCCC)(=O)OCCCCCCCCCCCCCCCCCCCCCCCCCCCCCCCCCC(=O)O 34-myristoleoyloxy-tetratriacontanoic acid